(1-(4,5-dimethyl-6-oxo-1,6-dihydropyrimidin-2-yl)-3-methyl-1H-pyrazol-5-yl)-4-nitroaniline CC=1N=C(NC(C1C)=O)N1N=C(C=C1NC1=CC=C(C=C1)[N+](=O)[O-])C